C(C)(C)(C)C1=C(C(C(C)(C)C)(C(C)(C)C)O)C=CC=C1 tri-tert.-butyl-benzyl alcohol